C(CBr)Br The molecule is a bromoalkane that is ethane carrying bromo substituents at positions 1 and 2. It is produced by marine algae. It has a role as a fumigant, a carcinogenic agent, a marine metabolite, an algal metabolite, a mouse metabolite and a mutagen. It is a bromohydrocarbon and a bromoalkane.